2-(vinyloxy)bicyclo[2.2.1]heptane C(=C)OC1C2CCC(C1)C2